N1-(2-(4-(2-Aminoethyl)piperazin-1-yl)ethyl)ethane-1,2-diamin NCCN1CCN(CC1)CCNCCN